C1(CCCCC1)OC(=O)C1C(CCCC1)C(=O)O cyclohexane-1,2-dicarboxylic acid monocyclohexyl ester